2-(Phenyl-4-d)morpholine C1(=CC=C(C=C1)[2H])C1CNCCO1